6-Chloro-4-methylheptyl methoxymethyl ether COCOCCCC(CC(C)Cl)C